2,4,8,10-tetraoxaspiro[5.5]undecane-3,9-diethanol C1OC(OCC12COC(OC2)CCO)CCO